C(C)(C)(C)C1=CC2(C(C(=NO2)C=2SC=CC2)C2=CC=CC=C2)C=C(C1=O)C(C)(C)C 7,9-di-tert-butyl-4-phenyl-3-(thien-2-yl)-1-oxa-2-azaspiro[4.5]deca-2,6,9-trien-8-one